O=C1NC=CC=C1 2-OXOPYRIDIN